CCOCCCOC(=O)C The molecule is an acetate ester that is propyl acetate substituted by an ethoxy group at position 3. It is an acetate ester and an ether.